C(=O)(OCC1=CC=CC=C1)C(Cl)Cl CbzDichloromethane